2,6-di-tert-butyl-4-methyl-pyridine C(C)(C)(C)C1=NC(=CC(=C1)C)C(C)(C)C